9-([1,1':3',1''-terphenyl]-4'-yl)-2-chloro-9H-carbazole C1(=CC=CC=C1)C1=CC(=C(C=C1)N1C2=CC=CC=C2C=2C=CC(=CC12)Cl)C1=CC=CC=C1